Penta-O-acetyl-β-D-glucopyranose C(C)(=O)O[C@H]1[C@H](OC(C)=O)[C@@H](OC(C)=O)[C@H](OC(C)=O)[C@H](O1)COC(C)=O